[Si](C)(C)(C(C)(C)C)OC=1C(=C(C=CC1)C=1N=C(/C(/NC1)=N/C(/C(=O)OC(C)(C)C)=C/C=1OC=CC1)SC1=C(C=CC=C1)F)F tert-butyl (E)-2-(((Z)-5-(3-((tert-butyldimethylsilyl)oxy)-2-fluorophenyl)-3-((2-fluorophenyl)thio)pyrazin-2(1H)-ylidene)amino)-3-(furan-2-yl)acrylate